FC=1C=C2C(CC3(CCN(CC3)C(=O)NCC=3OC(=CC3)C)OC2=CC1)=O 6-fluoro-N-((5-methylfuran-2-yl)methyl)-4-oxospiro[chromane-2,4'-piperidine]-1'-carboxamide